2-(1-(4-(2-oxo-2,3-dihydro-1H-imidazo[4,5-b]pyridin-7-yl)-1H-pyrazole-1-carbonyl)pyrrolidin-3-yl)acetonitrile O=C1NC=2C(=NC=CC2C=2C=NN(C2)C(=O)N2CC(CC2)CC#N)N1